(E)-N-hydroxy-3-{3-[(E)-3-oxo-3-(4-phenyl-piperazin-1-yl)-propenyl]-phenyl}-acrylamide ONC(\C=C\C1=CC(=CC=C1)\C=C\C(N1CCN(CC1)C1=CC=CC=C1)=O)=O